2-hydroxyethyl-DL-aspartamide OCCN[C@@H](CC(=O)N)C(=O)N |r|